NC=1C(NC2=C(N=CC(=C2C1C1=C2C=NNC2=C(C=C1)F)F)C)=O 3-Amino-5-fluoro-4-(7-fluoro-1H-indazol-4-yl)-8-methyl-1H-1,7-naphthyridin-2-one